trans-4-((3-(1-Cyclopropyl-1H-pyrazol-4-yl)phenyl)((trans-4-(4-methoxy-3-methylphenyl)cyclohexyl)methyl) carbamoyl)cyclohexyl cyclopropylcarbamate C1(CC1)NC(O[C@@H]1CC[C@H](CC1)C(N(C[C@@H]1CC[C@H](CC1)C1=CC(=C(C=C1)OC)C)C1=CC(=CC=C1)C=1C=NN(C1)C1CC1)=O)=O